COC1=CC=C(C=C1)C1=CC(=C2C=CC3=C(C=C(C4=CC=C1C2=C34)C3=CC=C(C=C3)OC)C3=CC=C(C=C3)OC)C3=CC=C(C=C3)OC 1,3,6,8-tetrakis(p-methoxyphenyl)pyrene